ClC1=CC=C2C(=NC=NC2=C1)N/N=C/C=1C=NC(=CC1)N1C=NC(=C1C)C (E)-7-chloro-4-(2-((6-(4,5-dimethyl-1H-imidazol-1-yl)pyridin-3-yl)methylene)hydrazino)quinazoline